N-[[7-(hydroxymethyl)-4-[6-(trifluoromethoxy)-3-pyridyl]-1,3-benzoxazol-6-yl]methyl]prop-2-enamide OCC1=C(C=C(C=2N=COC21)C=2C=NC(=CC2)OC(F)(F)F)CNC(C=C)=O